cyclopropanesulfinic acid, sodium salt [Na+].C1(CC1)S(=O)[O-]